6-(4-((5-oxo-2-(pyridin-4-yl)-5,6-dihydropyrimido[4,5-d]pyridazin-4-yl)amino)phenyl)-6-azaspiro[2.5]octane-1-carboxylic acid O=C1C2=C(C=NN1)N=C(N=C2NC2=CC=C(C=C2)N2CCC1(CC1C(=O)O)CC2)C2=CC=NC=C2